2,2-dimethyl-6-vinyl-4H-benzo[d][1,3]dioxine CC1(OCC2=C(O1)C=CC(=C2)C=C)C